C1(CCCCC1)C1=CC=C(C=C1)C=1NC=2N(C(C1)=O)N=C(C2C(=O)N2CC(C2)CF)C(=O)N(C)CC 5-(4-cyclohexylphenyl)-N-ethyl-3-(3-(fluoromethyl)azetidine-1-carbonyl)-N-methyl-7-oxo-4,7-dihydropyrazolo[1,5-a]pyrimidine-2-carboxamide